phosphoric acid, bromide P(=O)(Br)(Br)Br